CC(C)C=1N2C(=NN1)C(CC2)CCN2CC(CC2)C2=CNC1=CC=CC=C21 3-(1-(2-(3-(propan-2-yl)-5H,6H,7H-pyrrolo[2,1-c][1,2,4]triazol-7-yl)ethyl)pyrrolidin-3-yl)-1H-indole